C(C1=CC=CC=C1)OC(=O)N[C@H]1C[C@H](NC1)CCCC(=O)OC methyl 4-((2R,4S)-4-(((benzyloxy)carbonyl)amino)pyrrolidin-2-yl)butanoate